C(C)C1=C(N=C(C(=N1)C(=O)N)NC1=CC(=CC=C1)[C@H](CNC(CNC)=O)C)CC(C)C (R)-6-ethyl-5-isobutyl-3-((3-(1-(2-(methylamino)acetamido)propan-2-yl)phenyl)amino)pyrazine-2-carboxamide